CN(CC(C=1C=C(C=CC1)C)NS(=O)(=O)C1=CC=C(C=C1)OC(F)(F)F)C N-(2-(dimethylamino)-1-(m-tolyl)ethyl)-4-(trifluoromethoxy)benzenesulfonamide